5-hydroxymethyl-2-hydroxybenzene-1,3-dicarbaldehyde OCC=1C=C(C(=C(C1)C=O)O)C=O